N-(6-((6-bromo-7-methoxyquinolin-4-yl)oxy)-5-chloropyridin-3-yl)-N-(4-fluorophenyl)cyclopropane-1,1-dicarboxamide BrC=1C=C2C(=CC=NC2=CC1OC)OC1=C(C=C(C=N1)N(C(=O)C1(CC1)C(=O)N)C1=CC=C(C=C1)F)Cl